FC1(CCC2=C(C=CC=C12)C(C)NC1=NN(C(C=2C1=CN(C(C2)=O)C2CCOCC2)=O)C)F 4-((1-(1,1-difluoro-2,3-dihydro-1H-inden-4-yl)ethyl)amino)-2-methyl-6-(tetrahydro-2H-pyran-4-yl)pyrido[3,4-d]pyridazine-1,7(2H,6H)-dione